C(O)(=O)OO peroxycarbonic acid